C=1N=CN2C1C1=CC=CC=C1[C@H]2[C@@H]2[C@@H](C=1C=CC=NC1CC2)O (5S,6R)-6-((R)-5H-Imidazo[5,1-a]isoindol-5-yl)-5,6,7,8-tetrahydrochinolin-5-ol